ClC1=C(C(=CC=C1Cl)O)C(C1=CC(=NC=C1)C(=O)N)O 4-[(2,3-dichloro-6-hydroxyphenyl)(hydroxy)methyl]pyridine-2-carboxamide